BrC=1C(=C(C(=O)O)C=C(C1)[N+](=O)[O-])C=O 3-BROMO-2-FORMYL-5-NITRO-BENZOIC ACID